N1=C(N=CC=C1)C(N)=S pyrimidine-2-thioamide